2-(4-fluoro-3-methylisoquinolin-1-yl)propan-2-amine hydrochloride Cl.FC1=C(N=C(C2=CC=CC=C12)C(C)(C)N)C